N-[(1R,3S)-3-aminocyclohexyl]-4-fluorobenzamide N[C@@H]1C[C@@H](CCC1)NC(C1=CC=C(C=C1)F)=O